NC=1C=C(C=2C=CC(=NC2C1)[C@@H]1[C@H](C1)C1=NC=CC(=N1)C)C#N |r| rac-7-amino-2-((1S*,2S*)-2-(4-methylpyrimidin-2-yl)cyclopropyl)quinoline-5-carbonitrile